4-(2,4-Diamino-pyrimidin-5-ylmethyl)-2-iodo-5-isopropyl-phenol NC1=NC=C(C(=N1)N)CC1=CC(=C(C=C1C(C)C)O)I